(3-mercaptopropyl)-dimethyl-methoxysilane SCCC[Si](OC)(C)C